cis-4-tert-butyl-cyclohexylmethacrylate C(C)(C)(C)[C@H]1CC[C@H](CC1)OC(C(=C)C)=O